3-(3-methyl-4-((5-(4-methyl-2-nitrophenyl)furan-2-yl)methylene)-5-oxo-4,5-dihydro-1H-pyrazole-1-yl)benzoic acid CC1=NN(C(C1=CC=1OC(=CC1)C1=C(C=C(C=C1)C)[N+](=O)[O-])=O)C=1C=C(C(=O)O)C=CC1